N[C@@H]1CN(CCC1)C1=NC2=C(N1CC1=CC=C(C#N)C=C1)C=C(C=C2)Cl (S)-4-((2-(3-Aminopiperidin-1-yl)-6-chloro-1H-benzo[d]imidazol-1-yl)methyl)benzonitril